CN(CCOC=1C=CC(=C(C(=O)N[C@H](C)C2=CC(=CC(=C2)C=2C=NN(C2)CCN2CCOCC2)C2=NN(C=C2)C)C1)C)C (R)-5-(2-(dimethylamino)ethoxy)-2-methyl-N-(1-(3-(1-methyl-1H-pyrazol-3-yl)-5-(1-(2-morpholinoethyl)-1H-pyrazol-4-yl)phenyl)ethyl)benzamide